NCCOCCOCCC(=O)NC1=C(C(=O)NC2=NN(C(=C2)C2CC2)C)C=CC=C1 2-(3-(2-(2-aminoethoxy)ethoxy)propan-amido)-N-(5-cyclopropyl-1-methyl-1H-pyrazol-3-yl)benzamide